1-(dibenzofuran-4-yl)-4-iododibenzofuran C1=CC=C(C=2OC3=C(C21)C=CC=C3)C3=CC=C(C=2OC1=C(C23)C=CC=C1)I